C1CCCC12CNCC[C@H]2CN2C=NC(=CC2=O)C2=CC=CC=C2 {R}-3-((7-azaspiro[4.5]decan-10-yl)methyl)-6-phenylpyrimidin-4(3H)-one